Dimethyl 2-(2-oxoethyl)malonate O=CCC(C(=O)OC)C(=O)OC